2,5-dimethoxypyridin-4-ol COC1=NC=C(C(=C1)O)OC